[(2S)-4-(6-chloropyridazin-3-yl)morpholin-2-yl]-dideuterio-methanolAt ClC1=CC=C(N=N1)N1C[C@H](OCC1)C([O-])([2H])[2H]